N-(3-(triethoxysilyl)propyl)-1H-imidazole-1-carboxamide C(C)O[Si](CCCNC(=O)N1C=NC=C1)(OCC)OCC